BrC1=C(C=C2C(=NC(=NC2=C1F)F)N1C[C@@H](N(CC1)C(=O)OC(C)(C)C)CC#N)Cl tert-butyl (S)-4-(7-bromo-6-chloro-2,8-difluoroquinazolin-4-yl)-2-(cyanomethyl)-piperazine-1-carboxylate